Iodo(11C)methane I[11CH3]